OC1CCN(CC1)S(=O)(=O)C1=CC=C(C=C1)NC(NCC=1C=NC=CC1)=O 3-[4-(4-hydroxypiperidine-1-sulfonyl)phenyl]-1-(pyridin-3-ylmethyl)urea